N'-(METHYLENEDIPHENYLENE)bis(aziridine-1-carboxamide) C(C1=C(C=CC=C1)C1N(C1)C(=O)N)C1=C(C=CC=C1)C1N(C1)C(=O)N